(4-amino-7-methyl-5-(4-(pyrimidin-2-yloxy)phenyl)-7H-pyrrolo[2,3-d]pyrimidin-6-yl)-2-azaspiro[3.3]heptane-2-carboxylic acid tert-butyl ester C(C)(C)(C)OC(=O)N1C(C2(C1)CCC2)C2=C(C1=C(N=CN=C1N)N2C)C2=CC=C(C=C2)OC2=NC=CC=N2